OCC(CO)(CO)CO 2,2-Bis(hydroxymethyl)-1,3-propandiol